C(C)(=O)NNC(=O)C1=NC(=C(N=C1)C1=C(C=CC(=C1)C=1C2=C(N=NC1)N(C=N2)CC)F)OC N'-acetyl-5-(5-(7-ethyl-7H-imidazo[4,5-c]pyridazin-4-yl)-2-fluorophenyl)-6-methoxypyrazine-2-carbohydrazide